N1=C(N=CC=C1)CO[C@@H]1[C@H](CCC1)O (1S,2S)-2-(pyrimidine-2-ylmethoxy)cyclopentanol